C12CN(CC2C1)C1=CC=C(C(=N1)C)CN1N=C(C(=C1)C(=O)N[C@@H]1CCC=2N(C=NC21)C)CC#N 1-[(6-{3-Azabicyclo[3.1.0]hex-3-yl}-2-methylpyridin-3-yl)methyl]-3-(cyanomethyl)-N-[(4R)-1-methyl-1H,4H,5H,6H-cyclopenta[d]imidazol-4-yl]-1H-pyrazole-4-carboxamide